6-(benzofuran-5-yl)-5-methyl-2,3-diphenylpyrazolo[1,5-a]pyrimidin-7(4H)-one O1C=CC2=C1C=CC(=C2)C2=C(NC=1N(C2=O)N=C(C1C1=CC=CC=C1)C1=CC=CC=C1)C